tert-Butyl (S)-3-bromo-2,4-difluoro-14-oxo-7,8,8a,9,11,12-hexahydro-10H,14H-pyrazino[1',2':5,6][1,5]diazocino[3,2,1-hi]indazole-10-carboxylate BrC1=C2C(=NN3C2=C(C=C1F)C(N1[C@@H](CC3)CN(CC1)C(=O)OC(C)(C)C)=O)F